4-bromo-5-(3,4-difluorophenyl)-1-(2-fluorophenyl)-1H-pyrazol-3-amine BrC=1C(=NN(C1C1=CC(=C(C=C1)F)F)C1=C(C=CC=C1)F)N